tert-butyl 4-[3-[4-[2-(2,6-dioxo-3-piperidyl)-6-isopropoxy-1,3-dioxo-isoindolin-5-yl]-1-piperidyl]cyclobutoxy]piperidine-1-carboxylate O=C1NC(CCC1N1C(C2=CC(=C(C=C2C1=O)C1CCN(CC1)C1CC(C1)OC1CCN(CC1)C(=O)OC(C)(C)C)OC(C)C)=O)=O